4-(2-(2-hydroxy-5-methylphenyl)-2-(4-methylphenyl)vinyl)-1-methylpyridine bromide [Br-].OC1=C(C=C(C=C1)C)C(=CC1=CCN(C=C1)C)C1=CC=C(C=C1)C